9H-Fluoren-9-yl (S)-azetidin-1-yl(phenyl)phosphinate N1(CCC1)[P@](OC1C2=CC=CC=C2C=2C=CC=CC12)(=O)C1=CC=CC=C1